ClC1=CC=C(C=C1)C1=NN(C[C@@H]1C1=CC=CC=C1)C1=NN(C(N1[C@@H](C(=O)N)C)=O)CC1CCOCC1 (2R)-2-[3-[(4S)-3-(4-chlorophenyl)-4-phenyl-4,5-dihydropyrazol-1-yl]-1-(oxan-4-ylmethyl)-5-oxo-1,2,4-triazol-4-yl]propanamide